3'-fluoro-3'-deoxyadenosine-2'-phosphate P(=O)(O)(O)O[C@H]1[C@@H](O[C@@H]([C@H]1F)CO)N1C=NC=2C(N)=NC=NC12